FC(CN1C(=NC=2C(=NC=CC21)C2=CC(=C(C=C2)C(=O)N2C[C@H](CC2)OC)F)C(F)(F)F)F (4-(1-(2,2-Difluoroethyl)-2-(trifluoromethyl)-1H-imidazo[4,5-c]pyridin-4-yl)-2-fluorophenyl)((3S)-3-methoxypyrrolidin-1-yl)methanon